5-ethyl-4-(7-ethyl-1,3-benzothiazol-4-yl)-1-{[2-(trimethylsilyl)ethoxy]methyl}-1H-pyrazole-3-carbonitrile C(C)C1=C(C(=NN1COCC[Si](C)(C)C)C#N)C1=CC=C(C2=C1N=CS2)CC